NC1=NC(=CC(=C1)C[C@@H]1[C@H](N(C1=O)C(=O)N[C@H](CC)C1=CC(=C(C=C1)C)Cl)C(=O)N(C)C1=NN(C=C1)C)C (2S,3R)-3-((2-amino-6-methylpyridin-4-yl)methyl)-N2-(1-methyl-1H-pyrazol-3-yl)-N1-((R)-1-(3-chloro-4-methylphenyl)propyl)-N2-methyl-4-oxoazetidine-1,2-dicarboxamide